FC1=CC=C(C=C1)[N+]1=CC=C(C=C1)C1=CC=[N+](C=C1)C1=CC=C(C=C1)F 1,1'-bis(4-fluorophenyl)-4,4'-bipyridinium